C(C)SC1=C(N=C(N1C)C1=CC=C(C=C1)C(F)(F)F)N 5-(ethylsulfanyl)-1-methyl-2-[4-(trifluoromethyl)phenyl]-1H-imidazol-4-amine